CNC(C1=NC(=C(C=C1)C1CCN(CC1)CC1=CC=2NC(N(C(C2S1)=O)C)=O)C)=O N,6-dimethyl-5-(1-((3-methyl-2,4-dioxo-1,2,3,4-tetrahydrothieno[3,2-d]pyrimidin-6-yl)methyl)piperidin-4-yl)picolinamide